tert-butyl (2-amino-5-(4-((2-hydroxy-2-methylpropyl)(methyl)amino)piperidin-1-yl)phenyl)carbamate NC1=C(C=C(C=C1)N1CCC(CC1)N(C)CC(C)(C)O)NC(OC(C)(C)C)=O